4-(4-(methylsulfonyl)benzyl)-1H-pyrazole CS(=O)(=O)C1=CC=C(CC=2C=NNC2)C=C1